3-((2-(benzo[d]thiazol-2-ylcarbamoyl)phenyl)amino)imidazo[1,2-a]pyridine-8-carboxylic acid S1C(=NC2=C1C=CC=C2)NC(=O)C2=C(C=CC=C2)NC2=CN=C1N2C=CC=C1C(=O)O